(S)-3-(3-fluoro-4-((methylsulfonyl)methyl)phenyl)-7-(1-(6-oxo-5-oxa-2,7-diazaspiro[3.4]octane-7-yl)ethyl)-1H-indole-2-carboxylic acid FC=1C=C(C=CC1CS(=O)(=O)C)C1=C(NC2=C(C=CC=C12)[C@H](C)N1C(OC2(CNC2)C1)=O)C(=O)O